1-(5-(2-Fluoro-5-((4-oxo-3,4-dihydrophthalazin-1-yl)methyl)phenyl)-1H-benzoimidazol-2-yl)-3-(2-fluoroethyl)urea FC1=C(C=C(C=C1)CC1=NNC(C2=CC=CC=C12)=O)C1=CC2=C(NC(=N2)NC(=O)NCCF)C=C1